(S)-3-(4-cyano-3-((3,5-dimethoxyphenyl)ethynyl)-5-(isopropylamino)-1H-pyrazol-1-yl)pyrrolidine-1-carboxylic acid tert-butyl ester C(C)(C)(C)OC(=O)N1C[C@H](CC1)N1N=C(C(=C1NC(C)C)C#N)C#CC1=CC(=CC(=C1)OC)OC